3-[4-(3,3-difluoro-4-piperidyl)anilino]piperidine-2,6-dione hydrochloride Cl.FC1(CNCCC1C1=CC=C(NC2C(NC(CC2)=O)=O)C=C1)F